CO[Si](CCCCCCCC)(C)C Methoxydimethyloctylsilane